C(C)(C)(C)OC(=O)N1C2COCC1CN(C2)C=2C1=C(N=C(N2)Cl)C(=C(N=C1)Cl)F 7-(2,7-dichloro-8-fluoro-pyrido[4,3-d]pyrimidin-4-yl)-3-oxa-7,9-diazabicyclo[3.3.1]nonane-9-carboxylic acid tert-butyl ester